2-(3,5-difluorobenzyl)-6-(2-(2,2,2-trifluoroethoxy)pyrimidin-5-yl)pyridazin-3(2H)-one FC=1C=C(CN2N=C(C=CC2=O)C=2C=NC(=NC2)OCC(F)(F)F)C=C(C1)F